racemic-tert-butyl 3-(4-(1,1-difluoro-2-hydroxypropoxy)-7-(thiazol-2-yl)benzo[d]oxazol-2-yl)-3,6-diazabicyclo[3.1.1]heptane-6-carboxylate FC(C(C)O)(OC1=CC=C(C2=C1N=C(O2)N2CC1N(C(C2)C1)C(=O)OC(C)(C)C)C=1SC=CN1)F